N-(4-(5-Chlorothiophen-2-yl)thiazol-2-yl)-2-((4-oxo-3-phenethyl-3,4-dihydropteridin-2-yl)thio)acetamide ClC1=CC=C(S1)C=1N=C(SC1)NC(CSC1=NC2=NC=CN=C2C(N1CCC1=CC=CC=C1)=O)=O